(S,2R)-N'-((5-(2-methoxypyridin-4-yl)-2,3-dihydrobenzofuran-4-yl)carbamoyl)-2-methyl-2,3-dihydropyrazolo[5,1-b]oxazole-7-sulfonimidamide COC1=NC=CC(=C1)C=1C=CC2=C(CCO2)C1NC(=O)N=[S@@](=O)(N)C=1C=NN2C1O[C@@H](C2)C